2'-((2-Aminoethyl)sulfonyl)-3,6-bis(dimethylamino)-10,10-dimethyl-3'-oxo-10H-spiro[anthracene-9,1'-isoindoline]-6'-carboxylic acid allyl ester C(C=C)OC(=O)C1=CC=C2C(N(C3(C2=C1)C1=CC=C(C=C1C(C=1C=C(C=CC13)N(C)C)(C)C)N(C)C)S(=O)(=O)CCN)=O